methyl 2-(3-methoxypropyl)-5-({[6-(trifluoromethyl) pyridin-2-yl] carbonyl} amino)-2H-indazole-6-carboxylate COCCCN1N=C2C=C(C(=CC2=C1)NC(=O)C1=NC(=CC=C1)C(F)(F)F)C(=O)OC